NC=1C=2N(C(=CN1)C1=CCC(CC1)NC)C(=NC2C2=C(C=C(C=C2)C(S(=O)(=O)N)C2=CC=CC=C2)F)C(C)C (4-(8-Amino-3-isopropyl-5-(4-(methylamino)cyclohex-1-en-1-yl)imidazo[1,5-a]pyrazin-1-yl)-3-fluorophenyl)-1-phenylmethansulfonamid